FC(C1=CC=2C[C@H]3N(CCNC3)C2N=C1)(F)F (R)-3-(trifluoromethyl)-5a,6,8,9-tetrahydropyrido[3',2':4,5]pyrrolo[1,2-a]pyrazin